N-((7-(3-cyano-5-fluorophenoxy)-3-oxo-2,3-dihydro-1H-inden-4-yl)(fluoromethyl)(oxo)-λ6-sulfanylidene)-2,2,2-trifluoroacetamide C(#N)C=1C=C(OC=2C=CC(=C3C(CCC23)=O)S(=NC(C(F)(F)F)=O)(=O)CF)C=C(C1)F